FC=1C(=C2C(=NN(C2=CC1)COCC[Si](C)(C)C)CCO)OC 2-(5-fluoro-4-methoxy-1-((2-(trimethylsilyl)ethoxy)methyl)-1H-indazol-3-yl)ethan-1-ol